4-(3-amino-1H-pyrazol-1-yl)benzonitrile NC1=NN(C=C1)C1=CC=C(C#N)C=C1